5-{2-[2-(7-Ethylchinolin-8-sulfonamido)phenyl]ethynyl}pyridin C(C)C1=CC=C2C=CC=NC2=C1S(=O)(=O)NC1=C(C=CC=C1)C#CC=1C=CC=NC1